6-bromo-1-(tetrahydro-2H-pyran-2-yl)-1H-benzo[d][1,2,3]triazole BrC=1C=CC2=C(N(N=N2)C2OCCCC2)C1